4-octenyl-dimethyl-ethyl-silane C(CCC=CCCC)[Si](CC)(C)C